tert-butyl 2,2-dimethyl-5-(((1-oxo-1,3-dihydroisobenzofuran-5-yl)oxy)methyl)morpholine-4-carboxylate CC1(CN(C(CO1)COC=1C=C2COC(C2=CC1)=O)C(=O)OC(C)(C)C)C